N-(4-(2-((benzo[d][1,3]dioxol-5-ylmethyl)amino)-2-oxoethyl)phenyl)-N-(3-methylbenzyl)benzamide O1COC2=C1C=CC(=C2)CNC(CC2=CC=C(C=C2)N(C(C2=CC=CC=C2)=O)CC2=CC(=CC=C2)C)=O